C(C)(=O)NC1=NC(=C2N=CN(C2=N1)[C@H]1[C@@]([C@@H]([C@@H](O1)COC(C)=O)CC(=O)[O-])(C)O)Cl (2R,3R,4S,5R)-5-(2-acetamido-6-chloro-9H-purin-9-yl)-2-(acetoxymethyl)-4-hydroxy-4-methyltetrahydrofuran-3-ylacetate